Tert-butyl (S)-3-(((7-bromo-6-chloro-4-hydroxy-1-isobutyl-2-oxo-1,2-dihydroquinazolin-5-yl)oxy)methyl)piperazin-1-carboxylate BrC1=C(C(=C2C(=NC(N(C2=C1)CC(C)C)=O)O)OC[C@@H]1CN(CCN1)C(=O)OC(C)(C)C)Cl